N-[(1S)-2-[4-(2,4-dimethylpyrazol-3-yl)anilino]-1-[(1R)-6-[6-[(1S,4S)-2-oxa-5-azabicyclo[2.2.1]heptan-5-yl]pyrazin-2-yl]indan-1-yl]-2-oxo-ethyl]-1-fluoro-cyclopropanecarboxamide CN1N=CC(=C1C1=CC=C(NC([C@H]([C@@H]2CCC3=CC=C(C=C23)C2=NC(=CN=C2)N2[C@@H]3CO[C@H](C2)C3)NC(=O)C3(CC3)F)=O)C=C1)C